C(C)[C@]1(COC[C@@]1(O)CC)O (3R,4S)-3,4-diethyl-tetrahydrofuran-3,4-diol